tert-butyl 4-(1-((tert-butoxycarbonyl)amino)-2-methoxy-2-oxoethylidene)piperidine-1-carboxylate C(C)(C)(C)OC(=O)NC(C(=O)OC)=C1CCN(CC1)C(=O)OC(C)(C)C